2-Amino-N-(4-chlorobenzyl)acetamide NCC(=O)NCC1=CC=C(C=C1)Cl